hex-5-ynyl methylsulfonate CS(=O)(=O)OCCCCC#C